(5-(3-((1H-Indol-5-yl)oxy)phenyl)-4H-1,2,4-triazol-3-yl)(1-methyl-1H-pyrazol-4-yl)methanol N1C=CC2=CC(=CC=C12)OC=1C=C(C=CC1)C=1NC(=NN1)C(O)C=1C=NN(C1)C